(4-(4-(4-ethylpiperazin-1-yl)-4-oxobutyl)-1-phenyl-1H-imidazol-2-yl)-3-(1-methyl-1H-pyrazol-4-yl)benzamide C(C)N1CCN(CC1)C(CCCC=1N=C(N(C1)C1=CC=CC=C1)C1=C(C(=O)N)C=CC=C1C=1C=NN(C1)C)=O